(S)-4-(4-amino-6-oxo-1,6-dihydropyrimidin-2-yl)-3-((S)-sec-butyl)-1,3,4,5-tetrahydro-2H-benzo[e][1,4]Diazepin-2-one NC=1N=C(NC(C1)=O)N1[C@H](C(NC2=C(C1)C=CC=C2)=O)[C@@H](C)CC